8-acetyl-5,6,7,8-tetrahydroquinoline C(C)(=O)C1CCCC=2C=CC=NC12